1-(tert-butyl)-N-(4-(6-(2-(4-(3-(2,6-dioxopiperidin-3-yl)-1-methyl-1H-indazol-6-yl)piperidin-1-yl)ethyl)pyrrolo[2,1-f][1,2,4]triazin-4-yl)-2-methylbenzyl)-1H-pyrazole-3-carboxamide C(C)(C)(C)N1N=C(C=C1)C(=O)NCC1=C(C=C(C=C1)C1=NC=NN2C1=CC(=C2)CCN2CCC(CC2)C2=CC=C1C(=NN(C1=C2)C)C2C(NC(CC2)=O)=O)C